CC=1C=C(C=NC1)NC(O[C@H](C)[C@H](C)OC1=CC2=C(N=C(S2)C2=C3N=CC(=NC3=CC(=C2)C)OC)C=C1F)=O (2R,3S)-3-((5-fluoro-2-(2-methoxy-7-methylquinoxalin-5-yl)benzo[d]thiazol-6-yl)oxy)butan-2-yl (5-methylpyridin-3-yl)carbamate